5-ethynyl-pyridinecarboxylic acid C(#C)C=1C=CC(=NC1)C(=O)O